4-phenethylpiperidine-4-carbonitrile C(CC1=CC=CC=C1)C1(CCNCC1)C#N